N-(3-amino-phenyl)-acetamide NC=1C=C(C=CC1)NC(C)=O